NC1=CC=C(C(=O)NCCCCCNC(OC(C)(C)C)=O)C=C1 tert-butyl (5-(4-aminobenzamido)pentyl)carbamate